CC1=CN=C(S1)C1(NC(=CC(=C1)CN1CCOCC1)NC1CNCCC1)N 2-(5-methylthiazol-2-yl)-4-(morpholinomethyl)-N6-(piperidin-3-yl)pyridine-2,6-diamine